FCC(CN(CCC(C(=O)O)NC(CC1=CC=NC=C1)=O)CCCCC1=NC=2NCCCC2C=C1)OC 4-[[3-fluoro-2-methoxy-propyl]-[4-(5,6,7,8-tetrahydro-1,8-naphthyridin-2-yl)butyl]amino]-2-[[2-(4-pyridyl)acetyl]amino]butanoic acid